((2R,5S)-2,5-dimethyl-piperazin-1-yl)(6a-ethyl-2-(3-fluoro-2-hydroxy-phenyl)-5,6,6a,7,9,10-hexahydro-8H-pyrazino-[1',2':4,5]pyrazino[2,3-c]pyridazin-8-yl)meth-anone C[C@H]1N(C[C@@H](NC1)C)C(=O)N1CC2(N(C=3C(=NN=C(C3)C3=C(C(=CC=C3)F)O)NC2)CC1)CC